BrC1=C(C)C=C(C=C1)Br 2,5-dibromotoluene